tert-butyl (S)-5-amino-4-(6-(2-(2-(2-(2-(4-((6-hydroxy-2-(4-(methylsulfonyl)phenyl)naphthalen-1-yl)oxy)phenoxy)ethoxy)ethoxy)ethoxy)ethoxy)-1-oxoisoindolin-2-yl)-5-oxopentanoate NC([C@H](CCC(=O)OC(C)(C)C)N1C(C2=CC(=CC=C2C1)OCCOCCOCCOCCOC1=CC=C(C=C1)OC1=C(C=CC2=CC(=CC=C12)O)C1=CC=C(C=C1)S(=O)(=O)C)=O)=O